OC1C=2C=CC(=NC2CCC1C1N2C(C3=CC=CC=C13)=CN=C2)C(=O)N 5-Hydroxy-6-(5H-imidazo[5,1-a]isoindol-5-yl)-5,6,7,8-tetrahydrochinolin-2-carboxamid